pentabromotoluene CC1=C(C(=C(C(=C1Br)Br)Br)Br)Br